2-chloro-5-(3,5-dimethyl-2,6-dioxo-4-thioxo-1,3,5-triazin-1-yl)benzoic acid ClC1=C(C(=O)O)C=C(C=C1)N1C(N(C(N(C1=O)C)=S)C)=O